C(CCCCCCC)OC(C1=CC=C(C(=O)OCCCCCCCC)C=C1)=O.C1(=CC=CC=C1)C1=C(C(=NN=N1)C1=C2C(=CC=C1C1=CC=CC=C1)N=C1C=CC3=C4C=CC=CC4=NC3=C12)C1=C(C=CC=C1)C=1C(=CC=CC1)C1=CC=CC=C1 (phenyl)(terphenylyl)[(phenyl)indolocarbazolyl]triazine di(octyl)terephthalate